1-methyl-4,6-dihydropyrrolo[3,4-c]pyrazole-5-carboxylic acid tert-butyl ester C(C)(C)(C)OC(=O)N1CC=2N(N=CC2C1)C